(S,Z)-1-((5-chloro-3'-cyano-[1,1'-biphenyl]-2-yl)sulfonyl)-4-fluoro-N-(4-(methylsulfonyl)but-3-en-2-yl)piperidine-4-carboxamide ClC=1C=CC(=C(C1)C1=CC(=CC=C1)C#N)S(=O)(=O)N1CCC(CC1)(C(=O)N[C@@H](C)\C=C/S(=O)(=O)C)F